tetraphenyl-resorcinol diphosphite OP(O)OP(O)O.C1(=CC=CC=C1)C1=C(C(=C(C(=C1O)C1=CC=CC=C1)O)C1=CC=CC=C1)C1=CC=CC=C1